Tert-butyl 3-(6-aminopyridin-3-yl)-3,9-diazabicyclo[3.3.1]nonane-9-carboxylate NC1=CC=C(C=N1)N1CC2CCCC(C1)N2C(=O)OC(C)(C)C